O[C@@H]1CC(CCC1)[C@H]1N(C[C@@H](CC1)C)C(C(=O)NC=1C=C(C(=NC1)NC(OC(C)(C)C)=O)C)=O tert-Butyl N-[5-[[2-[(2S,5R)-2-[(2S,3S)-3-hydroxycyclohexyl]-5-methyl-1-piperidyl]-2-oxo-acetyl]amino]-3-methyl-2-pyridyl]carbamate